4-[4-[(3S)-3-(5-cyano-3-pyridinyl)isoxazolidine-2-carbonyl]-1-piperidinyl]pyrimidine-2-carboxamide C(#N)C=1C=C(C=NC1)[C@H]1N(OCC1)C(=O)C1CCN(CC1)C1=NC(=NC=C1)C(=O)N